FC=1C=CC(=C(C1)[C@@H](C)NC=1C=CC=2N(N1)C(=CN2)C2=CC(=NC=N2)C[C@H](C)O)OC (S)-1-(6-(6-(((R)-1-(5-fluoro-2-methoxyphenyl)ethyl)amino)imidazo[1,2-b]pyridazin-3-yl)pyrimidin-4-yl)propan-2-ol